N=1NC(=CC1)C1=CC=CC2=C1OC(CO2)C[NH-] [8-(2H-pyrazol-3-yl)-2,3-dihydro-benzo[1,4]dioxin-2-ylmethyl]-amid